N-[2-[4-(hydroxymethyl)cyclohexyl]-6-(1-hydroxy-1-methyl-ethyl)indazol-5-yl]thiazole-5-carboxamide OCC1CCC(CC1)N1N=C2C=C(C(=CC2=C1)NC(=O)C1=CN=CS1)C(C)(C)O